N-((5-ethylpyrazolo[1,5-c]quinazolin-2-yl)methyl)-2-(trifluoromethoxy)benzamide C(C)C1=NC=2C=CC=CC2C=2N1N=C(C2)CNC(C2=C(C=CC=C2)OC(F)(F)F)=O